3-(difluoromethyl)-6-methylquinoxalin-2(1H)-one FC(C=1C(NC2=CC=C(C=C2N1)C)=O)F